cyanoalanine C(#N)N[C@@H](C)C(=O)O